(S,E)-3-(6-(2-(hydroxymethyl)-4-(methoxyimino)pyrrolidine-1-carbonyl)-2-morpholinopyridin-3-yl)-2-methylbenzonitrile OC[C@H]1N(C/C(/C1)=N/OC)C(=O)C1=CC=C(C(=N1)N1CCOCC1)C=1C(=C(C#N)C=CC1)C